tridecanedioate C(CCCCCCCCCCCC(=O)[O-])(=O)[O-]